FC1=C(C=CC(=C1C)OC1=CC2=C(N(C=N2)C)C(=C1)F)NC1=NC=NC2=C1N=C(N=C2)N2CCN([C@H](CC2)C)C(C=C)=O (S)-1-(4-(8-((2-fluoro-4-((7-fluoro-1-methyl-1H-benzo[d]imidazol-5-yl)oxy)-3-methylphenyl)amino)pyrimido[5,4-d]pyrimidin-2-yl)-7-methyl-1,4-diazepan-1-yl)prop-2-en-1-one